tert-butyl 4-((3-chloro-4-fluorophenyl)carbamoyl)piperazin-1-carboxylate ClC=1C=C(C=CC1F)NC(=O)N1CCN(CC1)C(=O)OC(C)(C)C